rac-N-[(3S,4R)-4-({[(1s,4S)-4-ethylcyclohexyl]oxy}methyl)-7-methyl-6-oxo-1,3,4,6-tetrahydro-2H-quinolizin-3-yl]cyclopropanesulfonamide C(C)C1CCC(CC1)OC[C@H]1[C@H](CCC2=CC=C(C(N12)=O)C)NS(=O)(=O)C1CC1 |r|